NCCCN1[N+](=CC(=C1)C1=CC=C(OC[C@H](O\N=C(/C(=O)N[C@H]2[C@@H](N(C2=O)S(=O)(=O)[O-])C)\C=2N=C(SC2)N)C(=O)O)C=C1)C (2S,3S)-3-((Z)-2-(((S)-2-(4-(1-(3-aminopropyl)-2-methyl-1H-pyrazol-2-ium-4-yl) phenoxy)-1-carboxyethoxy) imino)-2-(2-aminothiazol-4-yl) acetamido)-2-methyl-4-oxoazetidine-1-sulfonate